(1R,2S)-1-(2-cyano-4-fluorophenyl)-1-(1-methyl-1H-pyrazol-4-yl)propan C(#N)C1=C(C=CC(=C1)F)[C@@H](CC)C=1C=NN(C1)C